N-[(3S)-9-fluoro-2-oxo-5-phenyl-1,3-dihydro-1,4-benzodiazepin-3-yl]-2-(2-fluorophenyl)-6-[[methyl(oxan-4-yl)amino]methyl]-6,7-dihydro-5H-pyrazolo[5,1-b][1,3]oxazine-3-carboxamide FC1=CC=CC=2C(=N[C@@H](C(NC21)=O)NC(=O)C=2C(=NN1C2OCC(C1)CN(C1CCOCC1)C)C1=C(C=CC=C1)F)C1=CC=CC=C1